3-Bromo-2-(3-cyanophenyl)-N-[(1S)-2-hydroxy-1,2-dimethyl-propyl]imidazo[1,2-b]pyridazine-6-carboxamide BrC1=C(N=C2N1N=C(C=C2)C(=O)N[C@H](C(C)(C)O)C)C2=CC(=CC=C2)C#N